Cl.N=1N=C(N2CCOCCC21)CN (5,6,8,9-tetrahydro-[1,2,4]triazolo[4,3-d][1,4]oxazepin-3-yl)methylamine hydrochloride